2-chloro-N-((3-chlorophenyl)carbamoyl)acetamide ClCC(=O)NC(NC1=CC(=CC=C1)Cl)=O